C1(CCCCC1)C(COCCC(C)C)(COCCC(C)C)CCC(CC(C)C)(CC(C)C)Cl 2-cyclohexyl-2-(3-chloro-3-isobutyl-5-methylhexyl)-1,3-diisopentoxypropane